C(#N)C1=CC(=C(OCC2=CC=C(C(=N2)C2CN(CC2)CC2=NC3=C(N2C[C@H]2OCC2)C=C(C=C3)C(=O)O)F)C=C1)F 2-[(3-{6-[(4-cyano-2-fluorophenoxy)methyl]-3-fluoropyridin-2-yl}pyrrolidin-1-yl)methyl]-1-{[(2S)-oxetan-2-yl]methyl}-1H-1,3-benzodiazole-6-carboxylic acid